5-(4,4,5,5-tetramethyl-1,3,2-dioxaborolan-2-yl)-7-((2-(trimethylsilyl)ethoxy)methyl)-7H-pyrrolo[2,3-d]pyrimidine CC1(OB(OC1(C)C)C1=CN(C=2N=CN=CC21)COCC[Si](C)(C)C)C